4-((1-(4-(2-(2-Aminopyridin-3-yl)-5-(4-methyloxazol-5-yl)-3H-imidazo[4,5-b]pyridin-3-yl)benzyl)piperidin-4-yl)amino)pyrimidine-2-carbonitrile NC1=NC=CC=C1C1=NC=2C(=NC(=CC2)C2=C(N=CO2)C)N1C1=CC=C(CN2CCC(CC2)NC2=NC(=NC=C2)C#N)C=C1